C1(CCCCC1)CN1C[C@H]([C@@H](CC1)N1N=CC(=C1)C1(NC=C(C(=N1)NC)C(F)(F)F)N)F 2-(1-((trans)-1-(cyclohexylmethyl)-3-fluoropiperidin-4-yl)-1H-pyrazol-4-yl)-N4-methyl-5-(trifluoromethyl)pyrimidine-2,4-diamine